ClC(C1=NC(=NO1)C=1C=NC(=NC1)NC(C)C1=NSC=C1)(F)F 5-[5-[chloro(difluoro)methyl]-1,2,4-oxadiazol-3-yl]-N-[1-(1,2-thiazol-3-yl)ethyl]pyrimidin-2-amine